(4S)-4-(2-(1-(1-Cyanoethyl)-3-(trifluoromethyl)-1H-pyrazol-4-yl)phenyl)-6-((E)-4-(dimethylamino)but-2-enoyl)-4,5,6,7-tetrahydrothieno[2,3-c]pyridine-2-carbonitrile C(#N)C(C)N1N=C(C(=C1)C1=C(C=CC=C1)[C@H]1C2=C(CN(C1)C(\C=C\CN(C)C)=O)SC(=C2)C#N)C(F)(F)F